P(=O)(O)(O)O[C@H](C=O)[C@H](O)[C@H](O)[C@@H](O)C phosphofucose